ethyl 6-[[tert-butoxycarbonyl-[3-ethylsulfonyl-6-(trifluoromethyl)imidazo[1,2-a]pyridin-2-yl]amino]methyl]-2,2-difluoro-1,3-benzodioxole-5-carboxylate C(C)(C)(C)OC(=O)N(C=1N=C2N(C=C(C=C2)C(F)(F)F)C1S(=O)(=O)CC)CC=1C(=CC2=C(OC(O2)(F)F)C1)C(=O)OCC